2-methoxy-5-(2-methylindoline-1-carbonyl)-N-(p-tolyl)benzenesulfonamide COC1=C(C=C(C=C1)C(=O)N1C(CC2=CC=CC=C12)C)S(=O)(=O)NC1=CC=C(C=C1)C